(4R,4aR,7S,7aR,12bS)-3-methyl-2,3,4,4a,7,7a-hexahydro-1H-4,12-methano[1]benzofuro[3,2-e]isoquinoline-7,9-diol CN1[C@H]2[C@@H]3C=C[C@@H]([C@H]4[C@]3(CC1)C1=C(O4)C(=CC=C1C2)O)O